5-Chloro-2-methylisothiazolinon ClC1C(CN(S1)C)=O